O1C(CCCC1)OCCCCCCCCO 8-(tetrahydro-2H-pyran-2-yloxy)octan-1-ol